C(C)(C)(C)OC(=O)N1N=C(C2=CC(=C(C=C12)OCCOC)F)C1=CC(=NO1)C1=CC=C(C=C1)C(=O)OC tert-Butyl-5-fluoro-3-{3-[4-(methoxycarbonyl)phenyl]-1,2-oxazol-5-yl}-6-(2-methoxyethoxy)-1H-indazol-1-carboxylat